COC=1C=C2C=3C=CC(=CC3C(C2=CC1)=O)NC(C(C)(C)C)=O N-(6-methoxy-9-oxo-9H-fluoren-2-yl)pivaloamide